NC=1C2=C(N=CN1)N(C=C2)[C@H]2[C@@H]([C@@H]([C@H](O2)CNS(=O)(=O)C2=CC(=C(C=C2)OC)C#N)O)O N-(((2R,3S,4R,5R)-5-(4-Amino-7H-pyrrolo[2,3-d]pyrimidin-7-yl)-3,4-dihydroxytetrahydrofuran-2-yl)methyl)-3-cyano-4-methoxybenzenesulfonamide